C(C)OC(C=CN1CCCC1)=O 3-pyrrolidin-1-yl-acrylic acid ethyl ester